C[N+](CCOP(=O)([O-])O)(C)C.NC1=C2N=CN(C2=NC=N1)[C@@H]1O[C@@H]([C@H]([C@H]1O)O)CO (2R,3R,4S,5R)-2-(6-amino-9H-purin-9-yl)-5-(hydroxymethyl)oxolane-3,4-diol 2-(trimethyl-ammonio)ethyl-hydrogenphosphate